1-amino-5-(2-boronoethyl)-2-(morpholinomethyl)cyclohexane-1-carboxylic acid NC1(C(CCC(C1)CCB(O)O)CN1CCOCC1)C(=O)O